C(C)(=O)NC=1C=C(C(F)(F)F)C=CC1 3-(acetyl)aminotrifluorotoluene